FC(OC=1C=C2C=C(NC2=CC1)CN1C[C@@H](CCC1)N)(F)F (R)-1-((5-(trifluoromethoxy)-1H-indol-2-yl)methyl)piperidin-3-amine